C(C)N1CC(C(CC1)OC(CC)=O)(F)F (2S)-1-((1-ethyl-3,3-difluoropiperidin-4-yl)oxy)-1-oxopropan